[(2R,3S,11bR)-9,10-dimethoxy-3-(2-methylpropyl)-1H,2H,3H,4H,6H,7H,11bH-pyrido[2,1-a]isoquinolin-2-yl]methyl 2-(pyrrolidin-2-yl)acetate N1C(CCC1)CC(=O)OC[C@@H]1C[C@H]2N(CCC3=CC(=C(C=C23)OC)OC)C[C@H]1CC(C)C